Cl.C1NCC2(C3=CC=CC=C13)CC2 2',3'-dihydro-1'H-spiro[cyclopropane-1,4'-isoquinoline] Hydrochloride